C(CCC)[N+](CCCCCC)(CCCCCC)CCCCCC Butyltrihexylammonium